C(C)(C)(C)OC(=O)NCC1=NC=C2C=CC(=NC2=C1)C1=C(C(=CC(=N1)N1CCN(C2(CC2)C1)C(=O)OC(C)(C)C)C)C tert-butyl 7-(6-(7-(((tert-butoxycarbonyl)amino)methyl)-1,6-naphthyridin-2-yl)-4,5-dimethylpyridin-2-yl)-4,7-diazaspiro[2.5]octane-4-carboxylate